(R)-2-{1,1-dimethyl-2-[(1r,4R)-4-(mesylamino)cyclohexyl]ethylamino}-1-(m-fluorophenyl)-1-ethanol CC(CC1CCC(CC1)NS(=O)(=O)C)(C)NC[C@H](O)C1=CC(=CC=C1)F